1-methoxy-1,4-cyclohexadiene COC1=CCC=CC1